CN[C@H]1CN(CC1)C(=O)OC(C)(C)C |r| racemic-tert-butyl 3-(methylamino)pyrrolidine-1-carboxylate